N-(2-methoxy-4-nitrophenyl)-3-fluoro-5-chlorobenzamide COC1=C(C=CC(=C1)[N+](=O)[O-])NC(C1=CC(=CC(=C1)Cl)F)=O